COC=1N=C2C(=CC=NC2=CC1OC)OC1=C(C=C(C=C1)NC(=O)C=1C(N(C=CC1)C1=CC=[N+](C=C1)[O-])=O)F N-[4-[(6,7-dimethoxy-1,5-naphthyridin-4-yl)oxy]-3-fluorophenyl]-1-(1-oxidopyridin-1-ium-4-yl)-2-oxopyridine-3-carboxamide